CN(C(=NC#N)N)C N,N-dimethylcyanoguanidine